tert-butyl 2-[2-[1-[5-fluoro-2-oxo-1-(trideuteriomethyl)quinazolin-4-yl]-3,4-dihydro-2H-quinolin-5-yl]ethynyl]pyrrolidine-1-carboxylate FC1=C2C(=NC(N(C2=CC=C1)C([2H])([2H])[2H])=O)N1CCCC2=C(C=CC=C12)C#CC1N(CCC1)C(=O)OC(C)(C)C